methyl 1-(4-((tert-butoxycarbonyl) amino) benzyl)-4-oxo-4,5,6,7-tetrahydro-1H-indole-2-carboxylate C(C)(C)(C)OC(=O)NC1=CC=C(CN2C(=CC=3C(CCCC23)=O)C(=O)OC)C=C1